imidazole-1-sulfonyl azide tetrafluoroboric acid salt F[B-](F)(F)F.[H+].N1(C=NC=C1)S(=O)(=O)N=[N+]=[N-]